C(C)(C)(C)[Si](C=1C(=CC(=NC1)NC(CN(C)C)=O)OC)(F)C(C)(C)C N-{5-[di(tert-butyl)(fluoro)silyl]-4-methoxy-2-pyridyl}(dimethylamino)acetamide